3-(2,5-Dioxo-2,5-dihydro-1H-pyrrol-1-yl)-N-{15-[(2,5-dioxopyrrolidin-1-yl)oxy]-15-oxo-3,6,9,12-tetraoxapentadec-1-yl}propanamide O=C1N(C(C=C1)=O)CCC(=O)NCCOCCOCCOCCOCCC(=O)ON1C(CCC1=O)=O